N-[4-(3-chlorophenoxy)-3-sulfamoylphenyl]-2-[2-chloro-6-(trifluoromethyl)phenyl]acetamide N-Formylaspartate C(=O)N[C@@H](CC(=O)O)C(=O)O.ClC=1C=C(OC2=C(C=C(C=C2)NC(CC2=C(C=CC=C2C(F)(F)F)Cl)=O)S(N)(=O)=O)C=CC1